[Si].Cl[SiH](Cl)Cl Trichlorosilane silicon